NC=1N=NN=NC1 5-aminotetrazine